(2r,3s)-3-((tert-butyldimethylsilyl)oxy)-2-(3-((3,4-dichloro-2-nitro-phenyl)amino)propyl)piperidine-1-carboxylic acid tert-butyl ester C(C)(C)(C)OC(=O)N1[C@@H]([C@H](CCC1)O[Si](C)(C)C(C)(C)C)CCCNC1=C(C(=C(C=C1)Cl)Cl)[N+](=O)[O-]